C(C)(=O)O[C@@H](COC1=C(C=C(C=C1Cl)C(C)(C)C1=CC=C(C=C1)OC[C@H](CNS(=O)(=O)C)OC(C)=O)Cl)CCl (S)-1-(4-(2-(4-((S)-2-acetoxy-3-(methylsulfonamido)propoxy)phenyl)propan-2-yl)-2,6-dichlorophenoxy)-3-chloropropan-2-yl acetate